OC1=CC=C(C=C1)CCC(=O)O 3-(4-hydroxy-phenyl)propanoic acid